ethyl 4-(1-benzyl-1H-1,2,3-triazol-4-yl)-3-oxobutyrate C(C1=CC=CC=C1)N1N=NC(=C1)CC(CC(=O)OCC)=O